C(#N)C=1C=NN2C1C(=CC(=C2)OCC(C)(C)O)C=2C=CC(=NC2)N2CCC(CC2)(C)NC(=O)C=2C(=NC=NC2)C N-(1-(5-(3-cyano-6-(2-hydroxy-2-methylpropoxy)pyrazolo[1,5-a]pyridin-4-yl)pyridin-2-yl)-4-methylpiperidin-4-yl)-4-methylpyrimidine-5-carboxamide